methyl 3-((chlorosulfonyl) oxy)-2,2-dimethylpropionate ClS(=O)(=O)OCC(C(=O)OC)(C)C